heptadecan-9-yl 7-((tert-butyldimethylsilyl)oxy)-8-((2-((tert-butyldimethylsilyl)oxy)-6-oxo-6-(undecyloxy)hexyl)(4-(methylamino)butyl)amino)octanoate [Si](C)(C)(C(C)(C)C)OC(CCCCCC(=O)OC(CCCCCCCC)CCCCCCCC)CN(CCCCNC)CC(CCCC(OCCCCCCCCCCC)=O)O[Si](C)(C)C(C)(C)C